BrC1=C2C=NN(C2=C(C=C1Cl)F)C1OCCCC1 4-bromo-5-chloro-7-fluoro-1-(tetrahydro-2H-pyran-2-yl)-1H-indazole